4-Nitro-1H-indole-1-carboxylic acid tert-butyl ester C(C)(C)(C)OC(=O)N1C=CC2=C(C=CC=C12)[N+](=O)[O-]